ClC1=NC=2C(CN(C(C2C=C1)=O)CC)C 2-chloro-6-ethyl-8-methyl-7,8-dihydro-1,6-naphthyridin-5(6H)-one